7-Chloro-2-oxo-1-phenyl-4-(4-pyrrolin-1-yl)-1,2-dihydroquinoline ClC1=CC=C2C(=CC(N(C2=C1)C1=CC=CC=C1)=O)N1CCC=C1